2-(tert-butyl)-6-(5-chloro-2H-benzo[d][1,2,3]triazol-2-yl)-4-methylphenol C(C)(C)(C)C1=C(C(=CC(=C1)C)N1N=C2C(=N1)C=CC(=C2)Cl)O